16-methylheptadecen CC(CCCCCCCCCCCCCC=C)C